5,8,11,14-tetraoxaoctadecane-3,15-diene CCC=COCCOCCOCCOC=CCC